NC1=C(C(=NC=N1)C=1C=NN(C1)C(CN)C1=CC=CC=C1)C1=CC=C(C=C1)Cl 4-[6-Amino-5-(p-chlorophenyl)-4-pyrimidinyl]-1-(2-amino-1-phenylethyl)-1H-pyrazol